BrC1=C2C=CN(C2=CC=C1)C1CN(C1)C(=O)OC(C)(C)C tert-butyl 3-(4-bromo-1H-indol-1-yl)azetidine-1-carboxylate